CC=1C(=C2C=NNC2=CC1)C1=C(C(=CC=2CCOCC21)N2CC1(CN(C1)C(C=C)=O)CC2)C#N 8-(5-methyl-1H-indazol-4-yl)-6-(2-(2-propenoyl)-2,6-diazaspiro[3.4]octan-6-yl)-3,4-dihydro-1H-2-benzopyran-7-carbonitrile